O.O=C(C(=O)O)C(=O)O ketomalonate hydrate